(2-chloropropyl)-phosphat ClC(COP(=O)([O-])[O-])C